2'-chloro-5'-methoxy-N-(5-(4-methoxy-5-(trifluoromethyl)pyrimidine-2-carbonyl)-5,6-dihydro-4H-pyrrolo[3,4-d]thiazol-2-yl)-6-methyl-[4,4'-bipyridine]-3-carboxamide ClC1=NC=C(C(=C1)C1=C(C=NC(=C1)C)C(=O)NC=1SC2=C(N1)CN(C2)C(=O)C2=NC=C(C(=N2)OC)C(F)(F)F)OC